C(C1=CC=CC=C1)OC=1C=C(C(=O)OC)C=C(C1)O methyl 3-(benzyloxy)-5-hydroxybenzoate